COC1=NC(=NC(=C1)C1=CN=CN1C)C(=O)NC1CCC(CC1)OC 4-Methoxy-N-((1r,4r)-4-methoxycyclohexyl)-6-(1-methyl-1H-imidazol-5-yl)pyrimidine-2-carboxamide